(6-(3-aminophenyl)-4-benzylpyridin-2-yl)amino-5-methyl-1H-pyrazole-1-carboxylic acid tert-butyl ester C(C)(C)(C)OC(=O)N1N=C(C=C1C)NC1=NC(=CC(=C1)CC1=CC=CC=C1)C1=CC(=CC=C1)N